phenyl N-[4-[(2-chloro-6-fluoro-phenyl) carbamoyl]-2-fluoro-5-[(1S)-2,2,2-trifluoro-1-methyl-ethoxy]phenyl]carbamate ClC1=C(C(=CC=C1)F)NC(=O)C1=CC(=C(C=C1O[C@H](C(F)(F)F)C)NC(OC1=CC=CC=C1)=O)F